CC1=[N+](C=CN=C1)[O-] 2-methylpyrazine 1-oxide